C(C)OC(=O)C=1C=NN(C1N)C1=CC(=CC=C1)Cl.COC=1C=C(C=CC1OC)C#C 3,4-dimethoxyphenylacetylene ethyl-1-(3-chlorophenyl)-5-amino-1H-pyrazole-4-carboxylate